FC(C)(C)C=1OC(=C(N1)C)C(=O)N1[C@@H](C2=C(CC1)NC=N2)C2=NN1C(C=CC=C1C)=C2 (S)-(2-(2-fluoropropan-2-yl)-4-methyloxazol-5-yl)(4-(7-methylpyrazolo[1,5-a]pyridin-2-yl)-6,7-dihydro-1H-imidazo[4,5-c]pyridin-5(4H)-yl)methanone